tert-butyl rac-(1R,5S,6s)-6-((4-(3-amino-1-methoxy-2-methyl-1-oxopropan-2-yl)-6-(4-fluorophenyl)pyridin-2-yl)oxy)-3-azabicyclo[3.1.0]hexane-3-carboxylate NCC(C(=O)OC)(C)C1=CC(=NC(=C1)C1=CC=C(C=C1)F)OC1[C@@H]2CN(C[C@H]12)C(=O)OC(C)(C)C |r|